(S)-N-(6-(cyclopropylmethoxy)pyridazin-3-yl)-2-((R)-3-hydroxy-3-(trifluoromethyl)pyrrolidin-1-yl)propanamide C1(CC1)COC1=CC=C(N=N1)NC([C@H](C)N1C[C@](CC1)(C(F)(F)F)O)=O